NCCN(C(CN)C)CCN di(2-aminoethyl)propylenediamine